ClC=1C=C(C=C(C1)Cl)NC(=O)NC1=C(C(=CC(=C1)F)F)CO 1-(3,5-dichlorophenyl)-3-(3,5-difluoro-2-hydroxymethylphenyl)urea